C(C=C)(=O)N1[C@H](CN(CC1)C1=NC(=NC2=CC(=C3C(=C12)OCCC3)C3=C1C=NNC1=CC(=C3Cl)C)O[C@H]3CN(C[C@@H]3OC)C)CC#N 2-((2S)-1-acryloyl-4-(5-(5-chloro-6-methyl-1H-indazol-4-yl)-8-(((3S,4S)-4-methoxy-1-methylpyrrolidin-3-yl)oxy)-3,4-dihydro-2H-pyrano[2,3-f]quinazolin-10-yl)piperazin-2-yl)acetonitrile